C(C)OC1=C(C=C(C=C1)\C=C\C)O trans-2-Ethoxy-5-(1-propenyl)-phenol